O=C1N(C(C2=CC=CC=C12)=O)CC[C@H](OC1=CC(=C(C=N1)NC(C)=O)C)C N-[6-[(1R)-3-(1,3-dioxoisoindolin-2-yl)-1-methyl-propoxy]-4-methyl-3-pyridyl]acetamide